5-(3-(4-((3-methyl-4-(trifluoromethoxy)benzyl)amino)butoxy)azetidin-1-yl)benzo[c][2,6]naphthyridine-8-carboxylic acid CC=1C=C(CNCCCCOC2CN(C2)C2=NC3=C(C4=CN=CC=C24)C=CC(=C3)C(=O)O)C=CC1OC(F)(F)F